4,4-dimethyl-5-oxopentanenitrile CC(CCC#N)(C=O)C